CN1C[C@@H](CC1=O)C(=O)O (3R)-1-methyl-5-oxo-pyrrolidine-3-carboxylic acid